2-((((3-(diethylamino)propoxy)carbonyl)oxy)methyl)propane-1,3-diyl bis(4,4-bis(((Z)-oct-5-en-1-yl)oxy)butanoate) C(CCC\C=C/CC)OC(CCC(=O)OCC(COC(CCC(OCCCC\C=C/CC)OCCCC\C=C/CC)=O)COC(=O)OCCCN(CC)CC)OCCCC\C=C/CC